COC1=CC=C(COC2=NC(=CC(=C2)C2=CC(=NC=C2C)NC(CC2CN(C2)C(=O)OC(C)(C)C)=O)N2[C@H](CCCC2)C(F)(F)F)C=C1 tert-butyl (R)-3-(2-((2'-((4-methoxybenzyl)oxy)-5-methyl-6'-(2-(trifluoromethyl)piperidin-1-yl)-[4,4'-bipyridin]-2-yl)amino)-2-oxoethyl)azetidine-1-carboxylate